ClCCCl 1,2-dichloro-ethane